C(C)(C)(C)OC(=O)N(C(OC(C)(C)C)=O)C=1C=NC(=NC1)CCO tert-butyl (tert-butoxycarbonyl)(2-(2-hydroxyethyl)pyrimidin-5-yl)carbamate